C12(C(=CCC(C1(C)C)C2)C)C=CC#N pinene-acrylonitrile